thiodipropionic acid (dilauryl thiodipropionate) C(CCCCCCCCCCC)C(C(=O)O)(CSCCC(=O)O)CCCCCCCCCCCC.S(CCC(=O)O)CCC(=O)O